4-(6-(Methyl(7H-pyrrolo[2,3-d]pyrimidin-4-yl)amino)-2-azaspiro[3.3]heptan-2-carbonyl)cyclohexanon CN(C1CC2(CN(C2)C(=O)C2CCC(CC2)=O)C1)C=1C2=C(N=CN1)NC=C2